spiro[cyclopropane-1,1'-isoquinoline] C12(NC=CC3=CC=CC=C13)CC2